[4-[5-amino-6-(1-hydroxy-1-methyl-ethyl)indazol-2-yl]]Cyclohexane NC1=CC2=CN(N=C2C=C1C(C)(C)O)C1CCCCC1